NC1=CC=C(NC2=NC(=NC(=N2)NC2=CC=C(C=C2)N)N(C)C)C=C1 2,4-bis(4-aminoanilino)-6-dimethylamino-1,3,5-triazine